5-cyano-N,N-dimethyl-1H-pyrazole-1-carboxamide C(#N)C1=CC=NN1C(=O)N(C)C